C1(CC1)N1C(=NC2=C1C=C(C=C2F)C2=CC=C(C=C2)CN2CC1(C2)CN(C1)CC(C)C)C1=CC=C(C=C1)S(=O)(=O)C 1-Cyclopropyl-4-fluoro-6-(4-((6-isobutyl-2,6-diazaspiro[3.3]heptan-2-yl)methyl)phenyl)-2-(4-(methylsulfonyl)phenyl)-1H-benzo[d]imidazol